[6-(2,3-Dihydro-benzo[1,4]dioxin-5-yl)-2-methoxy-pyridin-3-yl]-(3-[1,3]dioxolan-2-yl-phenyl)-amine O1CCOC2=C1C=CC=C2C2=CC=C(C(=N2)OC)NC2=CC(=CC=C2)C2OCCO2